4-[6-[1-(4-chloropyrimidin-2-yl)-1,7-diazaspiro[3.5]nonan-7-yl]-3-pyridyl]-6-[1-(4-oxocyclohexyl)pyrazol-4-yl]pyrazolo[1,5-a]pyrazine-3-carbonitrile ClC1=NC(=NC=C1)N1CCC12CCN(CC2)C2=CC=C(C=N2)C=2C=1N(C=C(N2)C=2C=NN(C2)C2CCC(CC2)=O)N=CC1C#N